CC(C)C1=CC(=O)C2=C(C1=O)CC[C@@H]3[C@@]2(CCC(=O)[C@]3(C)CO)C The molecule is an abietane diterpenoid with formula C20H26O4, originally isolated from Tripterygium wilfordii. It has a role as a plant metabolite. It is a cyclic terpene ketone, a member of p-quinones, an abietane diterpenoid, a carbotricyclic compound, a tricyclic diterpenoid and a primary alcohol.